FC=1C=C2C(C(=CN3C2=C(C1F)OCC3)CN[C@@H]3CN(CCC3)C3=NC=CN=C3)=O (S)-9,10-difluoro-6-(((1-(pyrazin-2-yl)piperidin-3-yl)amino)methyl)-2,3-dihydro-7H-[1,4]oxazino[2,3,4-ij]quinolin-7-one